4,4'-thiobis[2-tert-butyl-5-methylphenol] bis[3-(dodecylthio) propionate] C(CCCCCCCCCCC)SCCC(=O)O.C(CCCCCCCCCCC)SCCC(=O)O.S(C1=CC(=C(C=C1C)O)C(C)(C)C)C1=CC(=C(C=C1C)O)C(C)(C)C